(S)-N-((R)-(2-(prop-2-en-1-yloxy)-4,5-dichlorophenyl)(piperidin-4-yl)methyl)-2-methylpropane-2-sulfinamide C(C=C)OC1=C(C=C(C(=C1)Cl)Cl)[C@H](N[S@@](=O)C(C)(C)C)C1CCNCC1